5-(2-fluorophenyl)-6-(3-fluoropyridin-4-yl)-N-[6-(prop-2-yl)pyridin-3-yl]-1,2,4-triazin-3-amine FC1=C(C=CC=C1)C=1N=C(N=NC1C1=C(C=NC=C1)F)NC=1C=NC(=CC1)C(C)C